2-(4,4-difluoroazepan-1-yl)-6-(trifluoromethyl)nicotinic acid methyl ester COC(C1=C(N=C(C=C1)C(F)(F)F)N1CCC(CCC1)(F)F)=O